tert-Butyl (R)-4-(6-(3-methylmorpholino)-2-(1H-pyrrolo[2,3-b]pyridin-4-yl)pyrimidin-4-yl)-3,6-dihydropyridine-1(2H)-carboxylate C[C@@H]1COCCN1C1=CC(=NC(=N1)C1=C2C(=NC=C1)NC=C2)C=2CCN(CC2)C(=O)OC(C)(C)C